ClC=1C(=NC=CC1)NC(=S)NC(=O)OCC 1-(3-chloro-pyridin-2-yl)-3-ethoxyformyl-thiourea